CC(CCC(CCCCN)C)N 1,4-Dimethyl-1,8-octanediamine